tert-butyl (4-cyclopropyl-6-methyl-1,5-naphthyridin-3-yl)carbamate C1(CC1)C1=C(C=NC2=CC=C(N=C12)C)NC(OC(C)(C)C)=O